NCCCCC(=O)NC1=CC(=CC=C1)OC 5-amino-N-(3-methoxyphenyl)pentanamide